FC1=C(C(=CC=C1)F)S(=NC(C1=CC(=CC=C1)C1=NOC(=N1)C(F)(F)F)=O)(=O)C N-((2,6-difluorophenyl)(methyl)(oxo)-λ6-sulfaneylidene)-3-(5-(trifluoromethyl)-1,2,4-oxadiazol-3-yl)benzamide